ClC=1C=C2C(=CC(=NC2=CC1)C(F)(F)F)NCC1(CNC1)N1N=C(C=C1)C 6-chloro-N-((3-(3-methyl-1H-pyrazol-1-yl)azetidin-3-yl)methyl)-2-(trifluoromethyl)quinolin-4-amine